FC1=CC=C(C=C1)C=1NC2=CC=CC=C2C1CCC(=O)O 3-[2-4-fluorophenyl-1H-indol-3-yl]propanoic acid